C(C)NC1=C(C=CC=C1C(F)(F)F)Br ethyl-2-bromo-6-(trifluoromethyl)aniline